3-(4-chlorophenyl)-1-(pyridin-2-yl)-1H-pyrazol-5-ol ClC1=CC=C(C=C1)C1=NN(C(=C1)O)C1=NC=CC=C1